CC1=C(N=C(O1)C1=CC=C(C=C1)C1=CC=NC=C1)CC1=CC=C(C=C1)OCC1=CC=C(C=C1)OC(F)(F)F 5-methyl-2-(4-(pyridin-4-yl)phenyl)-4-(4-((4-(trifluoromethoxy)benzyl)oxy)benzyl)oxazole